N1CC(C1)C1=NC=C(C=N1)CC1=CC=CC=C1 2-azetidin-3-yl-5-benzyl-pyrimidine